C(CCCCCCCC)NC(O)=O.C(CCCCCCCC)NC(O)=O.CC1=CC=CC=C1 toluene-bis(nonyl carbamate)